(S)-4-bromo-7-isopropoxy-1-((5-oxopyrrolidin-2-yl)methoxy)isoquinoline-6-carboxamide BrC1=CN=C(C2=CC(=C(C=C12)C(=O)N)OC(C)C)OC[C@H]1NC(CC1)=O